ClC1=C(C(=O)NC=2OC(=NN2)C)C=CC(=C1S(=O)C)C(F)(F)F 2-Chloro-N-(5-methyl-1,3,4-oxadiazol-2-yl)-[(3S)-methylsulfinyl]-4-(trifluoromethyl)benzamid